Cl.O=C1N(CC2=CC(=CC=C12)N1CCNCC1)C1C(NC(CC1)=O)=O 3-(1-oxo-5-piperazin-1-yl-isoindolin-2-yl)piperidine-2,6-dione hydrochloride